rac-(2R,3S,4S,5R)-3-(3,4-difluoro-2-methoxyphenyl)-N-(2-(N,S-dimethylsulfonimidoyl)pyridin-4-yl)-4,5-dimethyl-5-(trifluoromethyl)tetrahydrofuran-2-carboxamide FC=1C(=C(C=CC1F)[C@H]1[C@@H](O[C@]([C@H]1C)(C(F)(F)F)C)C(=O)NC1=CC(=NC=C1)S(=O)(=NC)C)OC |r|